C(C)(C)(C)N1N=C(C(=C1N)F)C1CCCC1 1-(tert-butyl)-3-cyclopentyl-4-fluoro-1H-pyrazol-5-amine